FC1(CCC(CC1)C1=NC(=C2N1CCN(C2)C(=O)NC)C2=C1C=C(C(=NC1=CC=C2)C=2C=NN(C2)C)C(F)(F)F)F 3-(4,4-difluorocyclohexyl)-N-methyl-1-(2-(1-methyl-1H-pyrazol-4-yl)-3-(trifluoromethyl)quinolin-5-yl)-5,6-dihydroimidazo[1,5-a]pyrazine-7(8H)-carboxamide